CC=1SC2=C(N1)SC=C2 2-methylthieno[2,3-d][1,3]thiazole